(E)-4-((tert-butoxycarbonyl)(methyl-d3)amino)but-2-ene-4,4-d2 C(C)(C)(C)OC(=O)N(C(/C=C/C)([2H])[2H])C([2H])([2H])[2H]